N2-((3S,4R)-4-methoxypiperidin-3-yl)-N4,5,7-trimethylpyrido[2,3-d]pyrimidine-2,4-diamine CO[C@H]1[C@H](CNCC1)NC=1N=C(C2=C(N1)N=C(C=C2C)C)NC